N1C(=CC=2C1=CN=CC2)CN (1H-pyrrolo[2,3-c]pyridin-2-yl)methylamine